2,5-DIFLUORO-4-HYDROXYPHENYLBORONIC ACID FC1=C(C=C(C(=C1)O)F)B(O)O